OC1(CNC2=C3N=CN(C3=NC=N2)[C@H]2[C@@H](O)[C@H](O)[C@H](O2)CO)CC=C(O1)OC 6-(2-Hydroxy-5-methoxyfurfurylamino)-9-β-D-arabinofuranosylpurin